FC=1C=C(C=CC1)C(N1N2C(C(N3[C@H]1[C@H]1C[C@@H]4CC[C@@]1(CC3)O4)=O)=C(C(C=C2)=O)O)C2=CC(=CC=C2)F (2S,4aS,14aR,14bR)-14-(bis(3-fluorophenyl)methyl)-9-hydroxy-1,3,4,5,6,14,14a,14b-octahydro-2H-2,4a-epoxy-pyrido[1',2':1,6][1,2,4]triazino[3,4-a]isoquinoline-8,10-dione